BrC1=NC(=CC=C1)OC1COC1 2-bromo-6-(oxetan-3-yloxy)pyridine